phenyl (E)-N-(tert-butyl)-N'-(pyridin-3-yl)carbamimidothioate C(C)(C)(C)N\C(=N/C=1C=NC=CC1)\SC1=CC=CC=C1